(4-(1H-pyrazol-4-yl)phenyl)-3-amino-2-phenoxypropionamide dihydrochloride Cl.Cl.N1N=CC(=C1)C1=CC=C(C=C1)C(C(=O)N)(CN)OC1=CC=CC=C1